CN1C=C(C=2C1=CN=C(C2)CC(=O)N)C2=NC=1C3(CCCC1C(=C2)OC2COC2)COCC3 (1-methyl-3-(4'-(oxetan-3-yloxy)-4,5,6',7'-tetrahydro-2H,5'H-spiro[furan-3,8'-quinolin]-2'-yl)-1H-pyrrolo[2,3-c]pyridin-5-yl)acetamide